(1-(2-(Dimethylamino)ethyl)-6-(3-methoxy-1H-pyrazol-4-yl)-1H-indazol-3-yl)(6-methoxychroman-3-yl)methanone CN(CCN1N=C(C2=CC=C(C=C12)C=1C(=NNC1)OC)C(=O)C1COC2=CC=C(C=C2C1)OC)C